6-(3-azabicyclo[4.1.0]heptan-1-yl)-N-(3,4-dichloro-2-fluoro-phenyl)pyrido[3,2-d]pyrimidin-4-amine C12(CNCCC2C1)C=1C=CC=2N=CN=C(C2N1)NC1=C(C(=C(C=C1)Cl)Cl)F